2-(2-[2-[(tert-butyldimethylsilyl)oxy]ethoxy]phenyl)-5-chloro-1-methylpyrrolo[2,3-c]pyridine [Si](C)(C)(C(C)(C)C)OCCOC1=C(C=CC=C1)C1=CC=2C(=CN=C(C2)Cl)N1C